ClC=1C=C(C=NC1N1N=CN=C1)N 5-chloro-6-(1H-1,2,4-triazol-1-yl)pyridin-3-amine